O=C1C(=CC(C2=CC=CC=C12)=O)N[C@@H](C(=O)NC1=CC=C(C=C1)C(F)(F)F)CC1=CC=CC=C1 (R)-2-((1,4-dioxo-1,4-dihydronaphthalen-2-yl)amino)-3-phenyl-N-(4-(trifluoromethyl)phenyl)-propionamide